3-[(3-chloro-2-methoxyphenyl)amino]-2-(3-{2-[(2R)-2-methyl-1-(prop-2-enoyl)pyrrolidin-2-yl]ethynyl}pyridin-4-yl)-1H,5H,6H,7H-pyrrolo[3,2-c]pyridin-4-one ClC=1C(=C(C=CC1)NC1=C(NC2=C1C(NCC2)=O)C2=C(C=NC=C2)C#C[C@@]2(N(CCC2)C(C=C)=O)C)OC